3-methoxy-4-{[3-(4-{[(1S,4S)-4-(4-methoxypiperidin-1-yl)cyclohexyl]amino}-1-(2,2,2-trifluoroethyl)-1H-indol-2-yl)prop-2-yn-1-yl]amino}benzene-1-sulfonamide COC=1C=C(C=CC1NCC#CC=1N(C2=CC=CC(=C2C1)NC1CCC(CC1)N1CCC(CC1)OC)CC(F)(F)F)S(=O)(=O)N